ClC1=NN(C=C1N(C(CS(=O)(=O)C)=O)C)C=1C=NC=CC1 N-(3-chloro-1-(pyridin-3-yl)-1H-pyrazol-4-yl)-N-methyl-2-(methylsulfonyl)acetamide